(2R,4S)-6-chloro-N-{3-[2-(4-chloro-3-fluorophenoxy)acetamido]bicyclo[1.1.1]pentan-1-yl}-4-[(methanesulfonyl)amino]-3,4-dihydro-2H-1-benzopyran-2-carboxamide ClC=1C=CC2=C([C@H](C[C@@H](O2)C(=O)NC23CC(C2)(C3)NC(COC3=CC(=C(C=C3)Cl)F)=O)NS(=O)(=O)C)C1